3,5-dimethyl-2-[3-[(2S)-morpholin-2-yl]pyrido[2,3-b]pyrazin-6-yl]phenol CC=1C(=C(C=C(C1)C)O)C=1C=CC=2C(=NC(=CN2)[C@@H]2CNCCO2)N1